C1(CCC(N1OC(CN1C(C=CC1=O)=O)=O)=O)=O maleimidoacetic acid succinimido ester